1-(bromomethyl)-2,3-difluoro-4-methoxy-5-nitro-benzene BrCC1=C(C(=C(C(=C1)[N+](=O)[O-])OC)F)F